{3-bromo-2-[(propan-2-ylideneamino)oxy]phenyl}[2-(diethoxymethyl)phenyl]methanone BrC=1C(=C(C=CC1)C(=O)C1=C(C=CC=C1)C(OCC)OCC)ON=C(C)C